C1#CC=CCCCC1 Cyclooctynen